SCC1CC(CCC1)CS 1,3-bis(mercaptomethyl)cyclohexane